FC1=CC=C(COC2=CC=3OC=4C=C5C(=C(C4C(C3C(=C2OC)CC=C(C)C)=O)OC\C=C/C(=O)O)C=CC(O5)(C)C)C=C1 (Z)-4-((9-((4-Fluorobenzyl)oxy)-8-methoxy-2,2-dimethyl-7-(3-methylbut-2-en-1-yl)-6-oxo-2H,6H-pyrano[3,2-b]xanthen-5-yl)oxy)but-2-enoic acid